6-[(1R,4R)-2,5-diazabicyclo[2.2.2]octan-2-yl]-N-(2-fluoro-3-methyl-phenyl)pyrido[3,2-d]pyrimidin-4-amine [C@H]12N(C[C@H](NC1)CC2)C=2C=CC=1N=CN=C(C1N2)NC2=C(C(=CC=C2)C)F